2-bromo-6-fluoro-3-(oxetan-3-ylsulfonyl)benzoic acid ethyl ester C(C)OC(C1=C(C(=CC=C1F)S(=O)(=O)C1COC1)Br)=O